2-oxononane O=C(C)CCCCCCC